COC1=C(C=C(C=C1)N1C(=NC2=C1C=CC=C2)C2=CC(=C(C(=C2)OC)OC)OC)O 2-methoxy-5-(2-(3,4,5-trimethoxyphenyl)-1H-benzo[d]imidazol-1-yl)phenol